methyl 1-isobutyl-1H-indole-6-carboxylate C(C(C)C)N1C=CC2=CC=C(C=C12)C(=O)OC